2-chloro-N-(5-chloro-6-(2H-1,2,3-triazol-2-yl)pyridin-3-yl)-9-methyl-8,9-dihydropyrazolo[1,5-a]pyrido[2,3-e]pyrimidine-6(7H)-carboxamide ClC1=NN2C(N=CC3=C2C(CCN3C(=O)NC=3C=NC(=C(C3)Cl)N3N=CC=N3)C)=C1